1-((S)-2-(8-(3-((R)-4,4-dioxido-1,4-oxathian-3-yl)azetidin-1-yl)-3-((2-((3S,4R)-3-fluoro-4-methoxypiperidin-1-yl)pyrimidin-4-yl)amino)isoquinolin-5-yl)pyrrolidin-1-yl)prop-2-en-1-one O=S1([C@@H](COCC1)C1CN(C1)C=1C=CC(=C2C=C(N=CC12)NC1=NC(=NC=C1)N1C[C@@H]([C@@H](CC1)OC)F)[C@H]1N(CCC1)C(C=C)=O)=O